C1(CCCCC1)OC(C(C)[Si](OCC)(C)C)=O.C(C)(C)C1CN(CCO1)C(=O)NCC1=C(C=C(C=C1)C1=NC(=NC=C1)NC=1C=NN(C1)C)C 2-isopropyl-N-(2-methyl-4-(2-((1-methyl-1H-pyrazol-4-yl)amino)pyrimidin-4-yl)benzyl)morpholine-4-carboxamide cyclohexyl-α-dimethylethoxysilylpropionate